D-γ-methyleneglutamine C=C(C[C@@H](N)C(=O)O)C(N)=O